C(C)(=O)O.O=C1C(O)=C(O)[C@H](O1)[C@@H](O)CO L-ascorbic acid acetate